BrC=1N=C2C(=NC1)N=C(S2)NC(=O)C2=CN=CN2C2=C(C=CC=C2)OC N-(6-bromothiazolo[4,5-b]pyrazin-2-yl)-1-(2-methoxyphenyl)-1H-imidazole-5-carboxamide